N-(5-amino-2,3-dihydro-1H-inden-1-yl)acetamide NC=1C=C2CCC(C2=CC1)NC(C)=O